The molecule is a glycosyl alditol derivative that is 2-acetamido-2-deoxy-D-galactitol in which the hydroxy group at position 3 has been glycosylated by an alpha-L-fucopyranosyl-(1->2) beta-D-galactopyranosyl group. It is an O-acyl carbohydrate and a glycosyl alditol derivative. C[C@H]1[C@H]([C@H]([C@@H]([C@@H](O1)O[C@@H]2[C@H]([C@H]([C@H](O[C@H]2O[C@H]([C@H](CO)NC(=O)C)[C@H]([C@@H](CO)O)O)CO)O)O)O)O)O